5,5-dimethyl-2-[m-(4H-1,2,4-triazol-4-yl)benzoylamino]-3-hexenoic acid ethyl ester C(C)OC(C(C=CC(C)(C)C)NC(C1=CC(=CC=C1)N1C=NN=C1)=O)=O